(R)-(1-(3-(2,5-dimethyl-1H-pyrrol-1-yl)-2-methylphenyl)propan-2-yl)carbamic acid tert-butyl ester C(C)(C)(C)OC(N[C@@H](CC1=C(C(=CC=C1)N1C(=CC=C1C)C)C)C)=O